N-(6-(4-cyano-1H-pyrazol-1-yl)-1-(4-fluorophenyl)-1H-pyrazolo[3,4-d]pyrimidin-4-yl)-5-nitrothiophene-2-carboxamide C(#N)C=1C=NN(C1)C1=NC(=C2C(=N1)N(N=C2)C2=CC=C(C=C2)F)NC(=O)C=2SC(=CC2)[N+](=O)[O-]